C(C)(C)NC(O[C@H]1CN(CC1(F)F)C=1C=2N(N=C(C1)C=1C(NC(NC1)=O)=O)C=CN2)=O (S)-1-(6-(2,4-dioxo-1,2,3,4-tetrahydropyrimidin-5-yl)imidazo[1,2-b]pyridazin-8-yl)-4,4-difluoropyrrolidin-3-yl isopropylcarbamate